C(CC)OC(=O)CCOC1=C(C=CC=C1)Br 2-(propyloxycarbonylethyloxy)-1-bromobenzene